[3-[2-(Dimethylamino)ethyl]-1H-indol-4-yl] 4-methylpiperazine-1-carboxylate diformate C(=O)O.C(=O)O.CN1CCN(CC1)C(=O)OC1=C2C(=CNC2=CC=C1)CCN(C)C